CC1=C(C=C(C(=C1)CC1=CC=C(C=C1)S(=O)(=O)C)C)N=CN(C)CC N'-(2,5-dimethyl-4-(4-(methylsulfonyl)benzyl)phenyl)-N-ethyl-N-methyl-formimidamide